Cl.Cl.Cl.NC(=O)N urea, tris-hydrochloride